C(C)OC=1C=C(OC(CNC(CC2=CC=CC=C2)=N)C)C=CC1 N-(2-3'-ethoxyphenoxypropyl)phenylacetamidine